C1(CC1)N1N=C(C(=C1)B(O)O)C1OCCCC1 (1-cyclopropyl-3-(tetrahydro-2H-pyran-2-yl)-1H-pyrazol-4-yl)boronic acid